COC1=CC=C2C3=C(N(C2=C1)CC(C)N1CCCCC1)C(=NC=C3)C(F)(F)F 7-methoxy-9-(2-(piperidin-1-yl)propyl)-1-(trifluoromethyl)-9H-pyrido[3,4-b]indole